COC(=O)C12CC3C(C(CC(C1)C3)C2)=O 4-oxo-adamantane-1-carboxylic acid methyl ester